ClC=1C=C2C(=NC(=NC2=C(C1C1=C2C(=NNC2=CC=C1C)C1CC1)F)N1CC(C1)NC)N1C[C@H](N(C[C@@H]1C)C(C=C)=O)C 1-((2R,5S)-4-((S)-6-chloro-7-(3-cyclopropyl-5-methyl-1H-indazol-4-yl)-8-fluoro-2-(3-(methylamino)azetidin-1-yl)quinazolin-4-yl)-2,5-dimethylpiperazin-1-yl)prop-2-en-1-one